ClC1=C(CNC(=O)[C@]2(C=3C=CC=NC3[C@H](CC2)O)F)C=C(C=C1)Cl (5S,8S)-N-(2,5-dichloro-benzyl)-5-fluoro-8-hydroxy-5,6,7,8-tetrahydroquinoline-5-carboxamide